COC=1C=C(C=CC1C)NC(=O)C1CCC(CC1)=O N-(3-Methoxy-4-methylphenyl)-4-oxocyclohexanecarboxamide